3-Maleimidopropionate C1(C=CC(N1CCC(=O)[O-])=O)=O